3-(5-(difluoromethyl)-3-methylisoxazol-4-yl)-7-((2-methoxy-4-(1-methylpiperidin-4-yl)phenyl)amino)-1-(5-methoxypyridin-2-yl)-3,4-dihydropyrimido[4,5-d]pyrimidin-2(1H)-one FC(C1=C(C(=NO1)C)N1C(N(C2=NC(=NC=C2C1)NC1=C(C=C(C=C1)C1CCN(CC1)C)OC)C1=NC=C(C=C1)OC)=O)F